N-(3-(4'-((2-oxaspiro[3.3]heptan-6-yl)oxy)-4,5,5',6'-tetrahydro-2H-spiro[furan-3,8'-pyrano[3,4-b]pyridin]-2'-yl)-1H-pyrrolo[2,3-c]pyridin-5-yl)acetamide C1OCC12CC(C2)OC2=C1C(=NC(=C2)C2=CNC3=CN=C(C=C32)NC(C)=O)C3(OCC1)COCC3